C(C)(C)(C)OC(=O)NC(C(=O)N(C)C(N)C(=O)O)C 2-(((tert-butoxycarbonyl)amino)-N-methylpropanamido)glycine